NC1=NC=2C=CC(=CC2C2=C1C=NN2C)C(=O)N(C)[C@@H]2COC1=C2C=CC(=C1)C=1C=NN(C1)CC 4-amino-N-((3S)-6-(1-ethyl-1H-pyrazol-4-yl)-2,3-dihydro-1-benzofuran-3-yl)-N,1-dimethyl-1H-pyrazolo[4,3-c]quinoline-8-carboxamide